2-[4-(2-oxo-1H-pyridine-3-amido)piperidin-1-yl]ethyl 7-[(3R)-3-amino-4-(2,4,5-trifluorophenyl)butanoyl]-3-(trifluoromethyl)-5H,6H,8H-imidazo[1,5-a]pyrazine-1-carboxylate N[C@@H](CC(=O)N1CC=2N(CC1)C(=NC2C(=O)OCCN2CCC(CC2)NC(=O)C=2C(NC=CC2)=O)C(F)(F)F)CC2=C(C=C(C(=C2)F)F)F